(S)-2-(((1-(tert-butylamino)-3-((4-morpholino-1,2,5-thiadiazol-3-yl)oxy)propan-2-yl)oxy)carbonyl)-2-methylpropane-1,3-diyl bis(hex-5-ynoate) C(CCCC#C)(=O)OCC(COC(CCCC#C)=O)(C)C(=O)O[C@@H](CNC(C)(C)C)COC1=NSN=C1N1CCOCC1